(2R,5R)-4-benzyl-5-(difluoromethyl)-2-methylpiperazine-1-carboxylic acid tert-butyl ester C(C)(C)(C)OC(=O)N1[C@@H](CN([C@H](C1)C(F)F)CC1=CC=CC=C1)C